C(C)[C@]12N(C=3C(=NN=C(C3)C3=C(C(=CC=C3)F)OC)NC1)C[C@@H](C2)OC2=C(C(=C(C=N2)CO)C)F (6-(((6aR,8R)-6a-ethyl-2-(3-fluoro-2-methoxyphenyl)-5,6,6a,7,8,9-hexahydropyrrolo[1',2':4,5]pyrazino[2,3-c]pyridazin-8-yl)oxy)-5-fluoro-4-methylpyridin-3-yl)methanol